NC1=NC=C(C2=C1C(=C(N2C)C2=CC=C(C=C2)NC(C(=C)F)=O)C2=CC(=C(C(=O)NCC(F)(F)F)C=C2)OC)C#CC(CC)=O 4-(4-amino-2-{4-[(2-fluoroacrylamido)]phenyl}-1-methyl-7-(3-oxopent-1-ynyl)pyrrolo[3,2-c]pyridin-3-yl)-2-methoxy-N-(2,2,2-trifluoroethyl)benzamide